ferrous 2-Picolyliminoacetate N1=C(C=CC=C1)CN=CC(=O)[O-].[Fe+2].N1=C(C=CC=C1)CN=CC(=O)[O-]